ClC1=C2C=C(N(C2=CC(=C1)OCC1CNC(O1)=O)C)C(=O)NC1(COCC1)C1=CC=C(C(=O)O)C=C1 (±)-4-(3-{4-chloro-1-methyl-6-[(2-oxo-1,3-oxazolidin-5-yl)methoxy]-1H-indole-2-amido}oxolan-3-yl)benzoic acid